N-(5-chloro-2-methoxyphenyl)-2-(6-oxo-3-phenylpyridazin-1(6H)-yl)acetamide ClC=1C=CC(=C(C1)NC(CN1N=C(C=CC1=O)C1=CC=CC=C1)=O)OC